N-(2-(5-(3-cyano-6-(2-hydroxy-2-methylpropoxy)pyrazolo[1,5-a]pyridin-4-yl)pyridin-2-yl)-5-methyloctahydrocyclopenta[c]pyrrol-5-yl)-3-fluoro-6-methylpyridinamide C(#N)C=1C=NN2C1C(=CC(=C2)OCC(C)(C)O)C=2C=CC(=NC2)N2CC1C(C2)CC(C1)(C)NC(=O)C1=NC(=CC=C1F)C